1,1-Dimethylpiperidin-1-ium pivalat C(C(C)(C)C)(=O)[O-].C[N+]1(CCCCC1)C